6-benzyl-3-(4-methoxybenzyl)-2,3,4,6-tetrahydropyrido[3,4-c][1,8]naphthyridine-5(1H)-one C(C1=CC=CC=C1)N1C(C2=C(C=3C=CC=NC13)CCN(C2)CC2=CC=C(C=C2)OC)=O